1-(2-((6-Methoxy-2-methyl-1,2,3,4-tetrahydroisoquinolin-7-yl)amino)pyrimidin-4-yl)indoline COC=1C=C2CCN(CC2=CC1NC1=NC=CC(=N1)N1CCC2=CC=CC=C12)C